ClC1=NC=C2C=C(N=C(C2=C1)O[C@H]1COCC1)C#N (R)-7-chloro-1-((tetrahydrofuran-3-yl)oxy)-2,6-naphthyridine-3-carbonitrile